N-cyclobutyl-1-((5-(1,6-dimethyl-1H-pyrazolo[3,4-b]pyridin-4-yl)-3-methyl-4,5,6,7-tetrahydro-1H-pyrazolo[4,3-c]pyridin-1-yl)methyl)-2-oxabicyclo[2.2.2]octan-4-amine C1(CCC1)NC12COC(CC1)(CC2)CN2N=C(C=1CN(CCC12)C1=C2C(=NC(=C1)C)N(N=C2)C)C